ClCC1=NOC(=N1)CCCCCCCC (chloromethyl)-5-octyl-1,2,4-oxadiazole